NC=1C=C2C=C(N=CC2=CC1)C=1C=C2CN(C(C2=CC1)=O)C1C(NC(CC1)=O)=O 3-(5-(6-aminoisoquinolin-3-yl)-1-oxoisoindolin-2-yl)piperidine-2,6-dione